(19R)-22-amino-16-fluoro-5,10,19-trimethyl-20-oxa-9-thia-4,5,11,23-tetraazapentacyclo[19.3.1.02,6.08,12.013,18]pentacosa-1(24),2(6),3,8(12),10,13,15,17,21(25),22-decaene-3-carbonitrile NC=1C=2O[C@@H](C3=CC(=CC=C3C=3N=C(SC3CC=3N(N=C(C3C(=CN1)C2)C#N)C)C)F)C